N1C=CC=2C1=NC=C(C2)CN2CC(C1=CC=C(C=C21)C(=O)NC2=CC(=CC=C2)C(F)(F)F)C 1-((1H-pyrrolo[2,3-b]pyridin-5-yl)methyl)-3-methyl-N-(3-(trifluoromethyl)phenyl)indoline-6-carboxamide